O1C(=CC=C1C#CCCN)C#CCCN 4,4'-(furan-2,5-diyl)bis(but-3-yn-1-amine)